C[Si](NCCCCCCCCN[Si](C)(C)C)(C)C N,N'-bis(trimethylsilyl)-1,8-diaminooctane